ClC=1C=C(OC2=CC=CC=3C=C(OC32)C#N)C=CC1C(=O)C1=CNC=3N=CN=C(C31)N[C@H]3CO[C@@H](CC3)CO 7-(3-chloro-4-(4-(((3R,6S)-6-(hydroxymethyl)tetrahydro-2H-pyran-3-yl)amino)-7H-pyrrolo[2,3-d]pyrimidine-5-carbonyl)phenoxy)benzofuran-2-carbonitrile